[Cu+2].OC=1C=C(C=C(C(=O)O)C1)C(=O)O 5-hydroxyisophthalic acid copper (II)